[Si](C1=CC=CC=C1)(C1=CC=CC=C1)(C(C)(C)C)OCC[C@H]1C[C@@H](CCC1)O |o1:20,22| (1R*,3S*)-3-(2-((tert-Butyldiphenylsilyl)oxy)ethyl)cyclohexan-1-ol